C1(=C(C=CC=C1)N(C1=CC=2C(C3=CC=CC=C3C2C=C1)(C)C)C1=CC=C(C=C1)C1=CC(=CC(=C1)C(C)(C)C)C1=CC(=CC(=C1)C(C)(C)C)C(C)(C)C)C1=CC=CC=C1 N-(biphenyl-2-yl)-N-(3'',5',5''-tri-tert-butyl-1,1':3',1''-terphenyl-4-yl)-9,9-dimethyl-9H-fluoren-2-amine